S1C(NC2=C1C=1C=CC=CC1N2)=O indolothiazolidinone